7-methyl-4-oxo-5-[2-(2,2,2-trifluoroethoxy)phenyl]-N-[6-(2,2,2-trifluoroethoxy)pyridin-3-yl]-4,5-dihydropyrazolo[1,5-a]pyrazine-3-carboxamide CC1=CN(C(C=2N1N=CC2C(=O)NC=2C=NC(=CC2)OCC(F)(F)F)=O)C2=C(C=CC=C2)OCC(F)(F)F